(R)-N-((R)-1-(2-(ethylthio)-3,6-dimethyl-4-oxo-4H-chromen-8-yl)ethyl)-2-methylpropane-2-sulfenamide C(C)SC=1OC2=C(C=C(C=C2C(C1C)=O)C)[C@@H](C)NSC(C)(C)C